5-(4-chloro-2-fluorophenyl)-2,3-dimethyl-7-((3S)-3-(4-pyridyl)-1-piperidinyl)pyrido[4,3-d]pyrimidin-4(3H)-one ClC1=CC(=C(C=C1)C1=NC(=CC=2N=C(N(C(C21)=O)C)C)N2C[C@@H](CCC2)C2=CC=NC=C2)F